tosylic acid bromide S(=O)(=O)(C1=CC=C(C)C=C1)Br